5-(4-fluoro-3-methyl-phenyl)-7-iodo-6-isopropyl-1H-pyrrolo[2,3-f]indazole FC1=C(C=C(C=C1)N1C(=C(C2=C1C=C1C=NNC1=C2)I)C(C)C)C